(1-(2-(difluoromethyl)pyridin-3-yl)-1H-imidazol-4-yl)-N-(piperidin-4-yl)-5-(trifluoromethyl)pyrimidin-2-amine FC(C1=NC=CC=C1N1C=NC(=C1)C1=NC(=NC=C1C(F)(F)F)NC1CCNCC1)F